N1(C=NC=C1)C1=CC=C(C=N1)N1C(N(CC1)C1=NC(=CC=C1)C1=NN=CN1C(C)C)=O 1-(6-(1H-imidazol-1-yl)pyridin-3-yl)-3-(6-(4-isopropyl-4H-1,2,4-triazol-3-yl)pyridin-2-yl)imidazolidin-2-one